COC=1C=C(CN2C=CC3=CC(=CC=C23)N)C=CC1 1-(3-Methoxybenzyl)-1H-indol-5-amine